CC1(N(C(OC1)=O)C1=NC(=C(C(=O)O)C=C1)N1CCC2(CC2)CC1)C 6-(4,4-Dimethyl-2-oxooxazolidin-3-yl)-2-(6-azaspiro[2.5]octan-6-yl)nicotinic acid